C1(CC1)C1=NOC(=N1)C1=CC=C(C=C1)[C@H](C)NC1=NC(=NC(=C1C)C)C N-[(1S)-1-[4-(3-cyclopropyl-1,2,4-oxadiazol-5-yl)phenyl]ethyl]-2,5,6-trimethyl-pyrimidin-4-amine